P(O)(O)O.[Ti].[Al].[Si] silicon aluminum titanium phosphorus hydroxide